BrC=1C=C2C(N(C1)C1=CC=C(C=C1)OC(F)F)=NC(S2)OCC(F)F 6-Bromo-2-(2,2-difluoroethoxy)-4-(4-(difluoromethoxy)phenyl)thiazolo[4,5-b]pyridine